CC=1C=C(OCCOCCOCCOC2=CC(=C(C(=C2)C)O[N+](=O)[O-])C)C=C(C1O[N+](=O)[O-])C 1,2-bis(2-(3,5-dimethyl-4-nitryloxyphenoxy)ethoxy)ethane